OC(=O)C(F)(F)F.[C@@H]12CNC[C@H]2C1O (1R,5S,6s)-3-azabicyclo[3.1.0]hexan-6-ol TFA salt